1-((1R,5R)-6-(7-(8-ethyl-7-fluoronaphthalen-1-yl)-8-fluoropyrido[4,3-d]pyrimidin-4-yl)-2,6-diazabicyclo[3.2.0]heptan-2-yl)prop-2-en-1-one C(C)C=1C(=CC=C2C=CC=C(C12)C1=C(C=2N=CN=C(C2C=N1)N1[C@@H]2CCN([C@@H]2C1)C(C=C)=O)F)F